3-ethyl-5-pyrrolinone C(C)C1C(N=CC1)=O